2,4,4,7-tetramethyloctane CC(C)CC(CCC(C)C)(C)C